(S)-3-((4-(7-bromo-6-fluoro-1-((2-(trimethylsilyl)ethoxy)methyl)-1H-indole-3-yl)-5-(trifluoromethyl)pyrimidin-2-yl)amino)piperidine-1-carboxylate BrC=1C(=CC=C2C(=CN(C12)COCC[Si](C)(C)C)C1=NC(=NC=C1C(F)(F)F)N[C@@H]1CN(CCC1)C(=O)[O-])F